3-(2-(4-(4-((1H-1,2,4-triazol-3-yl)methoxy)-2-fluorophenyl)piperazin-1-yl)ethyl)-5-amino-8-(furan-2-yl)thiazolo[5,4-e][1,2,4]triazolo[1,5-c]pyrimidin-2(3H)-one N1N=C(N=C1)COC1=CC(=C(C=C1)N1CCN(CC1)CCN1C(SC=2C=3N(C(=NC21)N)N=C(N3)C=3OC=CC3)=O)F